ClCCCCC(C=O)CC(CCCC1=CC=CC=C1)=O 2-(4-chlorobutyl)-4-oxo-7-phenylheptanal